7-[2-((3S,4R)-3,4-Difluoro-pyrrolidin-1-yl)-ethoxy]-imidazo[1,2-a]pyridin F[C@H]1CN(C[C@H]1F)CCOC1=CC=2N(C=C1)C=CN2